Ethyl (E)-4-((9-((tert-butoxycarbonyl)oxy)-8-methoxy-2,2-dimethyl-7-(3-methylbut-2-en-1-yl)-6-oxo-2H,6H-pyrano[3,2-b]xanthen-5-yl)oxy)but-2-enoate C(C)(C)(C)OC(=O)OC1=CC=2OC=3C=C4C(=C(C3C(C2C(=C1OC)CC=C(C)C)=O)OC/C=C/C(=O)OCC)C=CC(O4)(C)C